N'-acetyl-4-amino-N',1-dimethyl-N-((1-methyl-1H-benzo[d][1,2,3]triazol-4-yl)methyl)-1H-pyrazolo[4,3-c]quinoline-8-carbohydrazide C(C)(=O)N(N(C(=O)C1=CC=2C3=C(C(=NC2C=C1)N)C=NN3C)CC3=CC=CC=1N(N=NC13)C)C